N1(CCCCCC1)C=1N=NC(=C(C1C(=O)NC=1C=C(C=CC1)[S@](=O)(C)=NC(OC(C)(C)C)=O)C)C(F)(F)F tert-butyl (R)-((3-(3-(azepan-1-yl)-5-methyl-6-(trifluoromethyl)pyridazine-4-carboxamido)phenyl)(methyl)(oxo)-λ6-sulfaneylidene)carbamate